COC(=O)C=1N=C2C(=NC1N)NC=C2Br amino-7-bromo-5H-pyrrolo[2,3-b]pyrazine-2-carboxylic acid methyl ester